ClC=1C=CC=C2CCO[C@@H](C12)CN (S)-(8-Chloroisochroman-1-yl)methylamine